2-(3,8-diazabicyclo[3.2.1]octan-8-yl)-N-isopropyl-6,7-dihydrothiazolo[5,4-c]pyridine-5(4H)-carboxamide C12CNCC(CC1)N2C=2SC=1CN(CCC1N2)C(=O)NC(C)C